(E)-1-(3-(3,4,5-trimethoxyphenyl)acryloyl)-5,6-dihydropyridin-2(1H)-one COC=1C=C(C=C(C1OC)OC)/C=C/C(=O)N1C(C=CCC1)=O